C(C)SC=1C=C(C(=NC1OC)CCN)OC 2-(5-(ethylsulfanyl)-3,6-dimethoxypyridin-2-yl)ethan-1-amine